Tert-butyl 3-(5-{2-[diisopropylcarbamoyl]phenyl}pyrrolo[2,1-f][1,2,4]triazin-7-yl)piperidine-1-carboxylate C(C)(C)N(C(=O)C1=C(C=CC=C1)C=1C=C(N2N=CN=CC21)C2CN(CCC2)C(=O)OC(C)(C)C)C(C)C